Isopropyl 7-bromo-4-methyl-3,4-dihydropyrido[2,3-b]pyrazine-1(2H)-carboxylate BrC1=CC2=C(N(CCN2C(=O)OC(C)C)C)N=C1